ClC=1C=C(C=C(C1)Cl)NC(=O)C1(OCCC1)C(=O)OC methyl 2-[(3,5-dichlorophenyl)carbamoyl]tetrahydrofuran-2-carboxylate